Hexamethylenediammonium Sebacate C(CCCCCCCCC(=O)[O-])(=O)[O-].[NH3+]CCCCCC[NH3+]